[N+](=O)([O-])C=1C=C2C=CN(C2=CC1)S(=O)(=O)C1=CC=CC=C1 5-nitro-1-(phenylsulfonyl)-1H-indole